C(C)OC(=C)C1=CN=C(C=C1C(=O)N1[C@@H]2C[C@@H]2C[C@@H]1C(=O)OCC1=CC=CC=C1)C benzyl (1R,3R,5R)-2-(5-(1-ethoxyvinyl)-2-methylisonicotinoyl)-2-azabicyclo[3.1.0]hexane-3-carboxylate